3-benzyl-1-(trans-4-((5-cyanopyridin-2-yl)amino)cyclohexyl)-1-(4-((4-methylpiperazin-1-yl)methyl)phenyl)urea C(C1=CC=CC=C1)NC(N(C1=CC=C(C=C1)CN1CCN(CC1)C)[C@@H]1CC[C@H](CC1)NC1=NC=C(C=C1)C#N)=O